(R)-2-((mesitylenesulfinyl)amino)benzoic acid C1(=C(C(=CC(=C1)C)C)[S@@](=O)NC1=C(C(=O)O)C=CC=C1)C